CC1=C(C=C(C=C1)C#N)B(O)O 2-methyl-5-cyanobenzeneboronic acid